(4-fluorophenyl)ethan-1-ol FC1=CC=C(C=C1)C(C)O